FC(C(=O)O)(F)F.O=C1NC(CCC1N1C(C2=CC=C(C=C2C1=O)N1CC2(C1)CCN(CC2)CC(=O)O)=O)=O 2-{2-[2-(2,6-dioxopiperidin-3-yl)-1,3-dioxo-2,3-dihydro-1H-isoindol-5-yl]-2,7-diazaspiro[3.5]nonan-7-yl}acetic acid trifluoroacetate